1-(2-chloropyridin-4-yl)-3-(3-methoxyphenyl)urea ClC1=NC=CC(=C1)NC(=O)NC1=CC(=CC=C1)OC